BrC1=CC=C2C=NN(C2=C1)C1=CC(=C(C(=C1)OC)OC)OC 6-Bromo-1-(3,4,5-trimethoxyphenyl)-1H-indazole